ClC1=C(C=C(C=C1)F)C1N(C(C2=CC(=CC(=C12)NC(C1=CC(=CC(=C1)C(F)(F)F)F)=O)NC1=CC2=C(C=3N(CCO2)C=CN3)C=C1)=O)CC1=CC=C(C=C1)OC N-(3-(2-chloro-5-fluorophenyl)-6-((5,6-dihydrobenzo[f]imidazo[1,2-d][1,4]oxazepine-9-yl)amino)-2-(4-methoxybenzyl)-1-oxoisoindolin-4-yl)-3-fluoro-5-(trifluoromethyl)benzamide